C(C)(=O)N1CC2=C(CC1)N(N=C2NC2=C(C=C(C=C2)C=2C=NN(C2)C)F)C2CCN(CC2)C(CN2CCN(CC2)C(=O)OC(C)(C)C)=O tert-butyl 4-[2-[4-[5-acetyl-3-[2-fluoro-4-(1-methylpyrazol-4-yl)anilino]-6,7-dihydro-4H-pyrazolo[4,3-c]pyridin-1-yl]-1-piperidyl]-2-oxo-ethyl]piperazine-1-carboxylate